BrC1=NC=C(C=C1NC(C(C(=O)[O-])=C)C)Br 3-((2,5-dibromopyridin-3-yl) amino)-2-methylenebutanoate